(R)-1-(7-(8-ethyl-3-(methoxymethoxy)naphthalen-1-yl)-8-fluoro-2-((1-(hydroxymethyl)cyclopropyl)methoxy)pyrido[4,3-d]pyrimidin-4-yl)-3-methylpiperidin-3-ol C(C)C=1C=CC=C2C=C(C=C(C12)C1=C(C=2N=C(N=C(C2C=N1)N1C[C@@](CCC1)(O)C)OCC1(CC1)CO)F)OCOC